CCN(CC)C1=CC=C(C=C1)N.OS(=O)(=O)O N,N-diethyl-p-phenylenediamine sulfate